N-(4-(8-amino-3,6-dimethylimidazo[1,5-a]pyrazin-1-yl)-3-methylphenyl)-2-(3-fluorophenyl)-2-hydroxyacetamide NC=1C=2N(C=C(N1)C)C(=NC2C2=C(C=C(C=C2)NC(C(O)C2=CC(=CC=C2)F)=O)C)C